4-methoxy-5-methyl-5,6,7,8-tetrahydro-1,6-naphthyridine COC1=CC=NC=2CCNC(C12)C